bis[4-(N,N-dimethylamino)phenyl]di-tert-butylphosphine CN(C)C1=CC=C(C=C1)C(C(C)(C)PC(C)(C)C)C1=CC=C(C=C1)N(C)C